(4-(3-Methoxypyridin-2-yl)phenyl)methylamine COC=1C(=NC=CC1)C1=CC=C(C=C1)CN